SC=1SC(=C(N1)C)CC(=O)N1CCC(CC1)OC=1C=CC=C2C(=NN(C12)C)C1C(NC(CC1)=O)=O 3-(7-((1-(2-(2-Mercapto-4-methylthiazol-5-yl)acetyl)piperidin-4-yl)oxy)-1-methyl-1H-indazol-3-yl)piperidine-2,6-dione